BrC1=CC(=C2C(NC(=NN2C1=O)C)=O)Cl 7-bromo-5-chloro-2-methyl-3H-pyrido[2,1-f][1,2,4]Triazine-4,8-dione